FC(C)(F)C=1C=C(C=CC1)C=1C=C2C(=NC1)C=NN2CC=2C=NNC2 6-[3-(1,1-Difluoroethyl)phenyl]-1-(1H-pyrazol-4-ylmethyl)pyrazolo[4,3-b]pyridine